O[C@H]1C[C@H](O)[C@H](O1)CO 2-deoxy-beta-D-ribofuranose